10,14-dimethyl-6-(((trimethylsilyl)oxy)methyl)pentadeca-5,9,13-trien-2-one CC(=CCCC(=CCCC(C)=O)CO[Si](C)(C)C)CCC=C(C)C